1-(2-(4-isopropylphenyl)-9-methyl-2,3,4,5,5a,6,8,9-octahydro-7H-10-oxa-1,2,5,7-tetraazacycloocta[cd]inden-7-yl)prop-2-en-1-one C(C)(C)C1=CC=C(C=C1)N1N=C2C=3C(NCCC13)CN(CC(O2)C)C(C=C)=O